2-{6-[(3S)-3-[cyclobutyl(methyl)amino]pyrrolidin-1-yl]pyridazin-3-yl}-5-(1H-pyrazol-4-yl)phenol C1(CCC1)N([C@@H]1CN(CC1)C1=CC=C(N=N1)C1=C(C=C(C=C1)C=1C=NNC1)O)C